Methyl (R)-3-(3-(hydroxymethyl)-4-methylphenyl)-2,2-dimethyl-3-((1-methyl-1H-1,2,3-triazol-4-yl)methoxy)propanoate OCC=1C=C(C=CC1C)[C@H](C(C(=O)OC)(C)C)OCC=1N=NN(C1)C